C(CC(=O)C)(=O)OCCCCCCOC(CC(=O)C)=O hexane-1,6-diol bis(acetoacetate)